C1(=CC=CC=C1)N=NC1=C(C=CC2=CC=CC=C12)O (Phenyl-diazenyl)naphthalen-2-ol